Racemic-1-[5-chloro-3-cyano-6-[[1-methyl-3-[2-(methylamino)-2-oxo-ethoxy]-2-oxo-6-quinolyl]amino]-2-pyridyl]-5-methyl-piperidine-3-carboxylic acid ClC=1C=C(C(=NC1NC=1C=C2C=C(C(N(C2=CC1)C)=O)OCC(=O)NC)N1CC(CC(C1)C)C(=O)O)C#N